C(C#C)C1=C(C[C@H](N)C(=O)O)C=CC(=C1)O o-propargyl-tyrosine